[(1S,3S,4R)-5-methylidene-2-azabicyclo[2.2.1]heptane-3-yl]-{2-[2-(2,2,2-trifluoroethyl)-5-(trifluoromethyl)thieno[2,3-b]pyridin-4-yl]-2,7-diazaspiro[3.5]nonan-7-yl}methanone C=C1[C@@H]2[C@H](N[C@H](C1)C2)C(=O)N2CCC1(CN(C1)C1=C3C(=NC=C1C(F)(F)F)SC(=C3)CC(F)(F)F)CC2